N-[2-mercaptomethyl-3-(2-methylphenyl)-propionyl]-methionine SCC(C(=O)N[C@@H](CCSC)C(=O)O)CC1=C(C=CC=C1)C